BrC(=O)OC1=CCCCCC1 cycloheptenyl bromoformate